1-(azetidin-3-yl)-5-fluoro-1H-indole N1CC(C1)N1C=CC2=CC(=CC=C12)F